7-(2-Amino-[1,2,4]triazolo[1,5-a]pyridin-7-yl)-4-(2-fluoro-5-(trifluoromethoxy)benzyl)-3,4-dihydrobenzo[f][1,4]oxazepin-5(2H)-one NC1=NN2C(C=C(C=C2)C=2C=CC3=C(C(N(CCO3)CC3=C(C=CC(=C3)OC(F)(F)F)F)=O)C2)=N1